(±)-trans-N-(8-amino-6-(4-(2-hydroxyethyl)pyridin-3-yl)-2,7-naphthyridin-3-yl)-2-Cyanocyclopropanecarboxamide NC=1N=C(C=C2C=C(N=CC12)NC(=O)[C@H]1[C@@H](C1)C#N)C=1C=NC=CC1CCO |r|